NC1=NC=CC=C1C1=NC=2C(=NC(=CC2)C2=CC=C(C=C2)C)N1C1=CC=C(CN2CCC(CC2)NC2=NC(=NC=C2)C#N)C=C1 4-((1-(4-(2-(2-Aminopyridin-3-yl)-5-(p-tolyl)-3H-imidazo[4,5-b]pyridin-3-yl)benzyl)piperidin-4-yl)amino)pyrimidine-2-carbonitrile